N-{3-[5-Acetyl-2-(6-methoxy-pyridin-3-ylamino)-pyrimidin-4-ylamino]-phenyl}-acrylamide C(C)(=O)C=1C(=NC(=NC1)NC=1C=NC(=CC1)OC)NC=1C=C(C=CC1)NC(C=C)=O